2-(5-methyl-2-(2-methyl-1-oxo-1,2,3,4-tetrahydropyrazino[1,2-b]indazol-9-yl)piperidin-1-yl)-2-oxoacetic acid CC1CCC(N(C1)C(C(=O)O)=O)C1=CC2=C3N(N=C2C=C1)CCN(C3=O)C